5-METHYLFURAN-2-PROPIONALDEHYDE CC1=CC=C(O1)CCC=O